ClC1=CC2=C(N=C(S2)C2OCCCC2)C=C1 6-chloro-2-(tetrahydro-2H-pyran-2-yl)benzothiazole